ClC1=NC=C(C(=C1)B(O)O)OCC (2-chloro-5-ethoxypyridin-4-yl)boronic acid